2-(2-chloro-6-fluorophenyl)acetic acid ClC1=C(C(=CC=C1)F)CC(=O)O